C(C)(C)(C)OC(=O)N[C@@H](CC1=CC=CC=C1)C(=O)OCCCCCCCCC nonyl (tert-butoxycarbonyl)-L-phenylalaninate